(R)-2-(ethylthio)-1-(1-(1-phenylethyl)-1H-1,2,3-triazol-5-yl)ethan-1-one C(C)SCC(=O)C1=CN=NN1[C@H](C)C1=CC=CC=C1